tert-butyl (S)-4-(3-(4-((2-fluorobenzyl)oxy)phenyl)-3-oxopropyl)-5-oxooxazolidine-3-carboxylate FC1=C(COC2=CC=C(C=C2)C(CC[C@@H]2N(COC2=O)C(=O)OC(C)(C)C)=O)C=CC=C1